Butylacetyl chloride C(CCC)CC(=O)Cl